OC1=C(C=C(C=C1)C(C)=O)C 4'-hydroxy-3'-methylacetophenone